(Z)-5-(benzo[b]thiophen-3-ylmethylene)-2-thioxothiazolidin-4-one S1C2=C(C(=C1)\C=C/1\C(NC(S1)=S)=O)C=CC=C2